NC1=NC=CC=C1C1=NC=2C(=NC(=CC2)C2=CC=CC=C2)N1C1=CC=C(CN2CC3CCC(C2)N3C(=O)OC(C)(C)C)C=C1 Tert-butyl 3-(4-(2-(2-aminopyridin-3-yl)-5-phenyl-3H-imidazo[4,5-b]pyridin-3-yl)benzyl)-3,8-diazabicyclo[3.2.1]octane-8-carboxylate